3-iodo-4-methoxy-1-methylpyridin IC=1CN(C=CC1OC)C